C(CCCCCCCCCCCCCCCCC)OCCC(=O)NCC β-stearoxy-N-ethylpropanamide